CN1N=CC=C1 N-methylpyrazole